CC=1C(=C(C(=C(C1)C(=O)C1=C(C(=C(C(=C1)C)C(=O)C1=CC=CC=C1)N)CC)CC)N)C(=O)C1=CC=CC=C1 methyl-phenyl-carbonyl-amino-ethyl-phenylketone